4-morpholino-3-trifluoromethylaniline O1CCN(CC1)C1=C(C=C(N)C=C1)C(F)(F)F